COC1=CC=C(C=C1)[C@H](C)[NH-] (S)-N-(1-(p-methoxyphenyl)ethyl)-amide